cyclopentadienyl-(1,3-hexadienyl)cobalt N,N-diethyl-3-oxo-butanamidat C(C)N(C(CC(C)=O)=O)CC.C1(C=CC=C1)[Co]C=CC=CCC